[Br-].C[NH+](CCO)C N,N-dimethyl-N-(2-hydroxyethyl)ammonium bromide